tert-butyl 6-(4-acetylpiperazin-1-yl)-3,4-dihydroquinoline-1(2H)-carboxylate C(C)(=O)N1CCN(CC1)C=1C=C2CCCN(C2=CC1)C(=O)OC(C)(C)C